F[C@@H]1[C@@H](C1)C(=O)NC=1C=C2C(=CN1)N(C(=C2)C2=CC1=C(N(C=N1)COCC[Si](C)(C)C)C=C2OC)C (1s,2s)-2-fluoro-N-(2-(6-methoxy-1-((2-(trimethylsilyl)ethoxy)methyl)-1H-benzo[d]imidazol-5-yl)-1-methyl-1H-pyrrolo[2,3-c]pyridin-5-yl)cyclopropane-1-carboxamide